FC1=C(C=CC(=N1)C(=O)NC)N1CCN(CC1)CC=1C=CC=2C=3C(C(NC2C1F)=O)=CN(N3)C 6-fluoro-5-[4-({6-fluoro-2-methyl-4-oxo-5H-pyrazolo[4,3-c]quinolin-7-yl}methyl)piperazin-1-yl]-N-methylpyridine-2-carboxamide